7-carboxybenzoborazole C(=O)(O)C1=CC=CC=2C=NBC21